(S)-1-((2',4-dimethyl-[2,4'-bipyridin]-5-yl)oxy)-2,4-dimethylpentan-2-amine CC1=NC=CC(=C1)C1=NC=C(C(=C1)C)OC[C@](CC(C)C)(N)C